O1CCN(CC2=C1N=CC=C2)C(C(C(F)F)(C)C)=O 1-(2,3-dihydropyrido[3,2-f][1,4]oxazepin-4(5H)-yl)-3,3-difluoro-2,2-dimethylpropan-1-one